ClC=1C=CC=C2C=C(NC12)C(=O)N(C12CC(C1)(C2)C(NC)=O)C 7-chloro-N-methyl-N-[3-(methylcarbamoyl)bicyclo[1.1.1]pentan-1-yl]-1H-indole-2-carboxamide